C(C)OC([C@@H]([C@H]([C@@H]([C@@H](O)C1=C(C=CC=C1F)F)O)O)O)=O (2R,3S,4R,5S)-5-(2,6-difluorophenyl)-2,3,4,5-tetrahydroxypentanoic acid ethyl ester